tri(triphenylphosphine) chloride [Cl-].C1(=CC=CC=C1)P(C1=CC=CC=C1)C1=CC=CC=C1.C1(=CC=CC=C1)P(C1=CC=CC=C1)C1=CC=CC=C1.C1(=CC=CC=C1)P(C1=CC=CC=C1)C1=CC=CC=C1